Quinolizine-2,3-diol C=1C(=C(CN2C=CC=CC12)O)O